CC(C)C[C@@H](C(=O)NO)NC(=O)[C@H](CC1=CC=C(C=C1)O)NC(=O)OCC2=CC=CC=C2 The molecule is the dipeptide obtained by coupling N-benzyloxycarbonyl-L-tyrosine with the hydroxamic acid derivative of L-leucine. It is an inhibitor of the metallo-protease enzyme, pseudolysin (EC 3.4.24.36). It has a role as an EC 3.4.24.* (metalloendopeptidase) inhibitor.